1-amino-3,5-dimethyladamantane hydrochloride Cl.NC12CC3(CC(CC(C1)C3)(C2)C)C